(R)-tert-butyl (1-(isoindolin-2-yl)-1-oxopropan-2-yl)carbamate C1N(CC2=CC=CC=C12)C([C@@H](C)NC(OC(C)(C)C)=O)=O